ferrocenyl-lithium methoxide C[O-].[C-]1(C=CC=C1)[Li].[CH-]1C=CC=C1.[Fe+2]